tert-Butyl (S)-((6-(3-methylpyrrolidin-1-yl)pyridin-3-yl)methyl)carbamate C[C@@H]1CN(CC1)C1=CC=C(C=N1)CNC(OC(C)(C)C)=O